((3S,4S)-4-(3-((1-(5-chloropyridin-2-yl)azetidin-3-yl)oxy)-4-methoxyphenyl)-3-((R)-1-hydroxyethyl)-3-methylpyrrolidin-1-yl)((S)-2,2-dimethyl-1,3-dioxolan-4-yl)methanone ClC=1C=CC(=NC1)N1CC(C1)OC=1C=C(C=CC1OC)[C@H]1[C@](CN(C1)C(=O)[C@H]1OC(OC1)(C)C)(C)[C@@H](C)O